COC(=O)C=1SC=C(C1C(=O)OC)NC(=O)NC1=C(C=C(C(=C1)NCC1=C(C(=CC=C1C(C)C)F)F)OC)F 4-(3-(5-((2,3-difluoro-6-isopropylbenzyl)amino)-2-fluoro-4-methoxyphenyl)ureido)thiophene-2,3-dicarboxylic acid dimethyl ester